diethyl-bisphenol a C(C)C=1C(=C(O)C=CC1C(C)(C)C1=CC=C(C=C1)O)CC